O=C1NC(CCC1N1C(C2=CC=CC(=C2C1=O)NC(C(=O)O)CCCCCC)=O)=O ((2-(2,6-Dioxopiperidin-3-yl)-1,3-dioxoisoindolin-4-yl)amino)octanoic acid